5-Methoxy-6-(3-methylimidazo[4,5-c]pyridin-7-yl)-3-[4-(1-methylsulfonylcyclopropyl)anilino]pyrazine-2-carboxylic acid COC=1N=C(C(=NC1C=1C2=C(C=NC1)N(C=N2)C)C(=O)O)NC2=CC=C(C=C2)C2(CC2)S(=O)(=O)C